methylenepyrrolone C=C1C(NC=C1)=O